[6-bromo-2-(3-chloro-5-fluorophenoxy)phenyl]fluoroacetic acid BrC1=CC=CC(=C1C(C(=O)O)F)OC1=CC(=CC(=C1)F)Cl